tert-butyl 4-{3-[6-(2-cyano-3,6-difluorophenoxy)-4-oxoquinazolin-3-yl]pyrazol-1-yl}piperidine-1-carboxylate C(#N)C1=C(OC=2C=C3C(N(C=NC3=CC2)C2=NN(C=C2)C2CCN(CC2)C(=O)OC(C)(C)C)=O)C(=CC=C1F)F